O[C@@]1(C(N(CC1)C)=O)C1=CC(=NO1)C1=NC(=CC=C1)C1=NC(=NC=C1)NC=1C(=NOC1)C (R)-3-hydroxy-1-methyl-3-(3-(6-(2-((3-methylisoxazol-4-yl)amino)pyrimidin-4-yl)pyridin-2-yl)isoxazol-5-yl)pyrrolidin-2-one